OCCN1N=NC(=C1)N1C=NC=C1 3-(1-(2-hydroxyethyl)-1H-1,2,3-triazol-4-yl)imidazole